1,4,7,10-tetraoctyl-1,4,7,10-tetraazacyclododecane C(CCCCCCC)N1CCN(CCN(CCN(CC1)CCCCCCCC)CCCCCCCC)CCCCCCCC